FC(OC1=C(C=CC=C1)[C@H]1CCN2N1C=1C=C(C=CC1C2=O)C=2C=NC(=NC2)N2C[C@@H](OCC2)CO)F (R)-3-(2-(difluoromethoxy)phenyl)-6-(2-((R)-2-(hydroxymethyl)morpholino)pyrimidin-5-yl)-2,3-dihydropyrazolo[1,2-a]indazol-9(1H)-one